BrC1=CC=CC(=N1)C(=O)N[C@H]1CN(CCC1)C(=O)OC(C)(C)C tert-butyl (3R)-3-[(6-bromopyridine-2-carbonyl)amino]piperidine-1-carboxylate